N1=C(C=CC=C1)S(=O)(=O)OC1=C(C=CC=C1)C1=NN(C(=C1)C1=CC=CC=C1)CC(=O)N[C@@H](CC(C)C)B(O)O (R)-(1-(2-(3-(2-((pyridin-2-ylsulfonyl)oxy)phenyl)-5-phenyl-1H-pyrazol-1-yl)acetamido)-3-methylbutyl)boronic acid